2-{[1-({3-[(2S)-2-(4-chlorophenyl)-2-hydroxyethyl]-1,2,4-oxadiazol-5-yl}methyl)-2,6-dioxo-3-{[2-(trimethylsilyl)ethoxy]methyl}pyrimidin-4-yl]methyl}isoindole-1,3-dione ClC1=CC=C(C=C1)[C@H](CC1=NOC(=N1)CN1C(N(C(=CC1=O)CN1C(C2=CC=CC=C2C1=O)=O)COCC[Si](C)(C)C)=O)O